O[C@]1(CN2[C@H](CO1)CN(CC2)C(=O)C2=C(C(=CC=C2)OC)Cl)C2=C(C=C(C(=C2)F)F)F [(3R,9aS)-3-hydroxy-3-(2,4,5-trifluorophenyl)-1,4,6,7,9,9a-hexahydropyrazino[2,1-c][1,4]oxazin-8-yl]-(2-chloro-3-methoxyphenyl)methanone